C(C)(C)(C)OC(=O)NC1=C(C2=C(OC(CN2C(=O)OC(C)(C)C)C)N=C1)C tert-butyl 7-((tert-butoxycarbonyl)amino)-3,8-dimethyl-2,3-dihydro-1H-pyrido[2,3-b][1,4]oxazine-1-carboxylate